4-((2-chloro-6-fluorobenzyl)amino)-2-((1-isopropyl-1H-pyrazol-4-yl)amino)pyrimidin-5-carboxamide ClC1=C(CNC2=NC(=NC=C2C(=O)N)NC=2C=NN(C2)C(C)C)C(=CC=C1)F